ClC1=C(OCCCCC(=O)NC=2C=C3C(N(C(C3=CC2)=O)C2C(NC(CC2)=O)=O)=O)C(=CC(=C1)C(C)(C1=CC=C(C=C1)OCC1=NC(=NC=C1)SC)C)C#N 5-[2-chloro-6-cyano-4-[1-methyl-1-[4-[(2-methylsulfanylpyrimidin-4-yl)methoxy]phenyl]ethyl]phenoxy]-N-[2-(2,6-dioxo-3-piperidyl)-1,3-dioxo-isoindolin-5-yl]pentanamide